rel-1-(5-(difluoromethyl)-1,3,4-thiadiazol-2-yl)-4-((3R,5R)-3-(methoxymethyl)-5-methylpiperazin-1-yl)-N-(3-methyloxetan-3-yl)-1H-benzo[d]imidazole-6-sulfonamide FC(C1=NN=C(S1)N1C=NC2=C1C=C(C=C2N2C[C@@H](N[C@@H](C2)C)COC)S(=O)(=O)NC2(COC2)C)F |o1:18,20|